C(C)(C)(C)OC(=O)NC1=C(C=C(OC=2C=C(C(=O)OCC)C=CC2)C=C1)F Ethyl 3-{4-[(tert-butoxycarbonyl)amino]-3-fluorophenoxy}benzoate